C1(CC1)C=1C=C(OC=2C(=C(C(=NC2)C=C(C)C)O)C(=O)NCC(F)C2=C(C=C(C=C2)Cl)Cl)C=CC1 5-(3-cyclopropyl-phenoxy)-N-[2-(2,4-dichlorophenyl)-2-fluoro-ethyl]-3-hydroxy-2-(2-methylprop-1-enyl)pyridine-4-carboxamide